O=C1NC(CCC1N1C(C2=CC(=C(C=C2C1=O)F)N1CC(N(C(C1)C)CC1CCN(CC1)CCOC1=CC=C(C=C1)C(=C(CC)C1=CC=CC=C1)C1=CC=C(C=C1)O)C)=O)=O 2-(2,6-dioxopiperidin-3-yl)-5-fluoro-6-(4-((1-(2-(4-(1-(4-hydroxyphenyl)-2-phenylbut-1-en-1-yl)phenoxy)ethyl)piperidin-4-yl)methyl)-3,5-dimethylpiperazin-1-yl)isoindoline-1,3-dione